C(C)(C)(C)OC(=O)N1[C@@H](C[C@H](CC1)N1C=CC=2C(=NC=3C(=C(C(=CC3C21)Cl)Br)F)S(=O)C)CC#N (2s,4s)-4-(7-bromo-8-chloro-6-fluoro-4-(methylsulfinyl)-1H-pyrrolo[3,2-c]quinolin-1-yl)-2-(cyanomethyl)piperidine-1-carboxylic acid tert-butyl ester